Ethyl 3-(2,3-difluorophenyl)-7-isopropyl-2-(((trifluoromethyl)sulfonyl)oxy)pyrazolo[1,5-a]pyrimidine-6-carboxylate FC1=C(C=CC=C1F)C=1C(=NN2C1N=CC(=C2C(C)C)C(=O)OCC)OS(=O)(=O)C(F)(F)F